C1(CC1)C=1C=C2C(=C(C(NC2=CN1)=O)C#N)N1CCC(CC1)(C)OC 6-cyclopropyl-4-(4-methoxy-4-methylpiperidin-1-yl)-2-oxo-1,2-dihydro-1,7-naphthyridine-3-carbonitrile